N-benzyl-2-(5-(2-fluoro-4-(2-(3-methylmorpholino)ethoxy)phenyl)pyridin-2-yl)acetamide C(C1=CC=CC=C1)NC(CC1=NC=C(C=C1)C1=C(C=C(C=C1)OCCN1C(COCC1)C)F)=O